[N+](=O)([O-])C=1C=C2C(=NC1)N=C(S2)N 6-nitrothiazolo[4,5-b]pyridin-2-amine